ClCC1=NC(=NO1)C1=CC=C(C=C1)Cl 5-(chloromethyl)-3-(4-chlorophenyl)-1,2,4-oxadiazole